C1(CC1)CNC1=C2C(=NC=3C=C(C(=CC13)OC)OCCO)CCC2 2-({9-[(cyclopropylmethyl)amino]-7-methoxy-1H,2H,3H-cyclopenta[b]quinolin-6-yl}oxy)ethan-1-ol